Cl.N1CCC(CC1)C1=CC=CC(=N1)OCC1=NC2=CC=CC=C2C=C1 (((6-(Piperidin-4-yl)pyridin-2-yl)oxy)methyl)quinoline hydrochloride